5-[(1R,4R)-5-(dimethylamino)-2-azabicyclo[2.1.1]hexan-2-yl]-N-[8-fluoro-2-methylimidazo[1,2-a]pyridin-6-yl]cinnoline-8-carboxamide CN(C1[C@H]2CN([C@@H]1C2)C2=C1C=CN=NC1=C(C=C2)C(=O)NC=2C=C(C=1N(C2)C=C(N1)C)F)C